[4-[2-[6-[(6-acetyl-8-cyclopentyl-5-methyl-7-oxo-pyrido[2,3-d]pyrimidin-2-yl)amino]-3-pyridyl]-2,6-diazaspiro[3.3]heptan-6-yl]phenyl]methyl methanesulfonate CS(=O)(=O)OCC1=CC=C(C=C1)N1CC2(CN(C2)C=2C=NC(=CC2)NC=2N=CC3=C(N2)N(C(C(=C3C)C(C)=O)=O)C3CCCC3)C1